BrC1=NN(C(N1[C@H](C(=O)OCC)C)=O)CC1=CC=C(C=C1)CN1CCOCC1 ethyl (2S)-2-(3-bromo-1-[[4-(morpholin-4-ylmethyl)phenyl]methyl]-5-oxo-1,2,4-triazol-4-yl)propanoate